tert-butyl 3-(5-(trifluoromethyl)pyrimidin-2-yl)-3,6-diazabicyclo(3.1.1)heptane-6-carboxylate FC(C=1C=NC(=NC1)N1CC2N(C(C1)C2)C(=O)OC(C)(C)C)(F)F